The molecule is a hydroxy polyunsaturated fatty acid anion that is the conjugate base of (4Z,7E,9E,11E,13Z,15E,17S,19Z)-7,8-epoxy-17-hydroxydocosahexaenoic acid, obtained by deprotonation of the carboxy group; major species at pH 7.3. It is a hydroxy polyunsaturated fatty acid anion and a long-chain fatty acid anion. It is a conjugate base of a (4Z,9E,11E,13Z,15E,17S,19Z)-7,8-epoxy-17-hydroxydocosahexaenoic acid. CC/C=C\\C[C@@H](/C=C/C=C\\C=C\\C=C\\C1C(O1)C/C=C\\CCC(=O)[O-])O